P(=O)(O)(O)O.C1(=CC=CC=C1)[Li] phenyllithium phosphate